3,3'-oxybis-1-propanol dibenzoate C(C1=CC=CC=C1)(=O)O.C(C1=CC=CC=C1)(=O)O.O(CCCO)CCCO